ClC1=C(C=CC=C1C1=NC=CC(=C1Cl)C1=NC(=C(C=C1)CNCC1NC(CC1)=O)OC)NC(=O)C=1SC(=CN1)CN1CC(CC1)O N-(2-chloro-3-(3'-chloro-6-methoxy-5-((((5-oxopyrrolidin-2-yl)methyl)amino)methyl)-[2,4'-bipyridin]-2'-yl)phenyl)-5-((3-hydroxypyrrolidin-1-yl)methyl)thiazole-2-carboxamide